N-(3,5-bis(trifluoromethyl)benzyl)-N-ethyl-5,6-difluoropyrimidin-4-amine FC(C=1C=C(CN(C2=NC=NC(=C2F)F)CC)C=C(C1)C(F)(F)F)(F)F